1-(4-fluorobenzyl)-4-hydroxy-N-((1r,4r)-4-methylcyclohexyl)-2-oxo-1,2-dihydro-1,8-naphthyridine-3-carboxamide FC1=CC=C(CN2C(C(=C(C3=CC=CN=C23)O)C(=O)NC2CCC(CC2)C)=O)C=C1